ON\C(\C1=CC=CC=C1)=N/[H] (Z)-N-hydroxybenzamidine